N1=CNC2=C1C=C(C=C2)C(=O)O benzo[d]imidazol-6-carboxylic acid